COC1=CC(=C(C=C1NC1=NC=NC(=C1)N1OCC[C@@H]1C1=CC(=CC=C1)OC1=CC(=CC=C1)C(F)(F)F)NC(C=C)=O)N1CCN(CC1)C (R)-N-(4-methoxy-2-(4-methylpiperazin-1-yl)-5-((6-(3-(3-(3-(trifluoromethyl)phenoxy)phenyl)isoxazolidin-2-yl)pyrimidin-4-yl)amino)phenyl)acrylamide